C(C)(=O)O[C@@H]1COC2=C1C=C(C=C2S(NC2=C(C(=C(C=C2)F)C=2C(=C1C=NC(=NC1=CC2)NC2CCNCC2)F)F)(=O)=O)Cl (3S)-5-chloro-7-({2,4-difluoro-3-[5-fluoro-2-(piperidin-4-ylamino) quinazolin-6-yl]phenyl}sulfamoyl)-2,3-dihydro-1-benzofuran-3-yl acetate